Cl.C(N1N=CC(=C1)C=1C=C(C(=NC1)C=1SC=2N=C(SC2N1)N(C1CC(NC(C1)(C)C)(C)C)C)O)([2H])([2H])[2H] 5-[1-(2H3)Methyl-1H-pyrazol-4-yl]-2-{5-[methyl(2,2,6,6-tetramethylpiperidin-4-yl)amino][1,3]thiazolo[5,4-d][1,3]thiazol-2-yl}pyridin-3-ol Hydrochlorid